10-(3-dimethylaminopropyl)phenothiazine CN(CCCN1C2=CC=CC=C2SC=2C=CC=CC12)C